BrC1=C(C=C(C=C1)OCC(OCC)OCC)F 1-bromo-4-(2,2-diethoxyethoxy)-2-fluorobenzene